tert-Butyl 3-(((1-(6-methoxy-5-methylpyridin-3-yl)-4,5,7,8-tetrahydro-1H-oxepino[4,5-c]pyrazol-3-yl)oxy)methyl)pyrrolidine-1-carboxylate COC1=C(C=C(C=N1)N1N=C(C2=C1CCOCC2)OCC2CN(CC2)C(=O)OC(C)(C)C)C